BrC1=C(C(=CC=C1)I)CO (2-bromo-6-iodophenyl)methanol